STEARIC ACID zinc [Zn].C(CCCCCCCCCCCCCCCCC)(=O)O